ClC1=C(C=C(C=C1)N\N=C(\C(=O)OC)/C)S(=O)(=O)C methyl (E)-2-(2-(4-chloro-3-(methylsulfonyl)phenyl)hydrazono)propanoate